ClC1=CC=C(C(=N1)S(=O)(=O)OC1=C(C(=C(C(=C1F)F)F)F)F)O[C@H](C)C=1C=C(C=C2C(C(=C(OC12)C=1C=C2C(=NC1)OCCO2)C)=O)C (2,3,4,5,6-Pentafluorophenyl) 6-chloro-3-[(1R)-1-[2-(2,3-dihydro-[1,4]dioxino[2,3-b]pyridin-7-yl)-3,6-dimethyl-4-oxo-chromen-8-yl]ethoxy]pyridine-2-sulfonate